3-(1-((5-chloro-1-methyl-1H-pyrazol-4-yl)sulfonyl)piperidin-4-yl)-2-methyl-4,5,6,7-tetrahydro-2H-indazole ClC1=C(C=NN1C)S(=O)(=O)N1CCC(CC1)C=1N(N=C2CCCCC12)C